N-Methylcarbamic acid 7-[4-(4-benzo[b]thiophen-4-ylpiperazin-1-yl)butoxy]-4,4-dimethyl-2-oxo-3,4-dihydro-2H-quinolin-1-ylmethyl ester S1C2=C(C=C1)C(=CC=C2)N2CCN(CC2)CCCCOC2=CC=C1C(CC(N(C1=C2)COC(NC)=O)=O)(C)C